NC=1N=CN(C(C1C(=O)OC)=O)C1=C(C=C(C=C1C)C(CF)F)C methyl 4-amino-1-(4-(1,2-difluoroethyl)-2,6-dimethylphenyl)-6-oxo-1,6-dihydropyrimidine-5-carboxylate